1-acetyl-piperidin-4-one C(C)(=O)N1CCC(CC1)=O